C1(=CC=CC=C1)C=1N=NN(N1)CC1=CC=C(C=C1)C=C 5-phenyl-2-(4-vinylbenzyl)-2H-tetrazole